C(C)(C)(C)OC(N(C(C)(C)C1CNCCO1)C)=O methyl-(2-(Morpholin-2-yl)propan-2-yl)carbamic acid tert-butyl ester